2,5,7-trimethyl-6-[(3R)-pyrrolidin-3-yl]oxy-imidazo[1,2-a]pyrimidine CC=1N=C2N(C(=C(C(=N2)C)O[C@H]2CNCC2)C)C1